methyl 1-benzyl-6-((dimethylamino)methyl)-7-(naphthalen-1-ylmethyl)-5-oxo-8-(3-(trifluoromethyl) phenyl)-1,2,3,5-tetrahydroimidazo[1,2-a]pyridine-3-carboxylate C(C1=CC=CC=C1)N1CC(N2C1=C(C(=C(C2=O)CN(C)C)CC2=CC=CC1=CC=CC=C21)C2=CC(=CC=C2)C(F)(F)F)C(=O)OC